N,N-diethyl-phenylalanine succinimidyl ester C1(CCC(N1OC([C@@H](N(CC)CC)CC1=CC=CC=C1)=O)=O)=O